4-((1-(2-cyanoethyl)-1H-tetrazol-5-yl)(thiazol-2-yl)methyl)piperazine-1-carboxylic acid tert-butyl ester C(C)(C)(C)OC(=O)N1CCN(CC1)C(C=1SC=CN1)C1=NN=NN1CCC#N